C[C@H]1CC[C@]23[C@@H]1CC[C@](C2)(O[C@H]3C(C)C)C The molecule is a tricyclic sesquiterpenoid with formula C15H26O which is biosynthesised from farnesyl diphosphate by a sesquiterpene cyclase enzyme from Kitasatospora setae. It is a sesquiterpenoid, a cyclic ether and an organic heterotricyclic compound.